N1C=C(C2=CC=CC=C12)C[C@@H](C(=O)NC1=CC=C(C=C1)N1CCOCC1)NS(=O)(=O)C=1C=NC(=CC1)C(F)(F)F (S)-3-(1H-indol-3-yl)-N-(4-morpholinophenyl)-2-(6-(trifluoromethyl)pyridine-3-sulphonamido)propanamide